7-(4-(6-(4-aminopiperidin-1-yl)-2-(4-cyano-3-fluorophenyl)-4-methoxypyridin-3-yl)-2-hydroxyphenoxy)-N-hydroxyheptanamid hydrochloride Cl.NC1CCN(CC1)C1=CC(=C(C(=N1)C1=CC(=C(C=C1)C#N)F)C1=CC(=C(OCCCCCCC(=O)NO)C=C1)O)OC